(S)-3-chloro-4-(4-(1-((5-(2,4-difluorophenoxy)pyrazin-2-yl)amino)-1-oxopropan-2-yl)-2,2-dimethylpiperazine-1-carbonyl)pyridine 1-oxide ClC=1C=[N+](C=CC1C(=O)N1C(CN(CC1)[C@H](C(=O)NC1=NC=C(N=C1)OC1=C(C=C(C=C1)F)F)C)(C)C)[O-]